NC1=CC2=CC(N=C2C=C1OC)C1CCC(CC1)(O)COCCC1CCN(CC1)C(=O)[O-] 4-(2-(((1S,4S)-4-(5-amino-6-methoxy-2H-indol-2-yl)-1-Hydroxycyclohexyl)methoxy)ethyl)piperidine-1-carboxylate